FC1=CC=C(C=C1)C(CCC(=O)C1(CC1)C(F)(F)F)=O (4-fluorophenyl)-4-[1-(trifluoromethyl)cyclopropyl]butane-1,4-dione